(S)-6,8-dichloro-1-methyl-1,2,3,4-tetrahydroisoquinoline ClC=1C=C2CCN[C@H](C2=C(C1)Cl)C